CC1(OB(OC1(C)C)C1=C(C=CC2=C1SC=C2)C)C 4,4,5,5-tetramethyl-2-(6-methylbenzo[b]thiophen-7-yl)-1,3,2-dioxaborolane